(S,E)-(7-(3-(Difluoromethyl)-2-methylphenyl)benzo[d][1,3]dioxolan-4-yl)(2-(hydroxymethyl)-4-(methoxyimino)pyrrolidin-1-yl)methanone FC(C=1C(=C(C=CC1)C1=CC=C(C2=C1OCO2)C(=O)N2[C@@H](C\C(\C2)=N/OC)CO)C)F